C(#N)C=1C=CC(=NC1)N1CCC(CC1)N1C(C(CC1)OC[C@H](COC)NC(OC(C)(C)C)=O)=O tert-butyl ((2S)-1-((1-(1-(5-cyanopyridin-2-yl)piperidin-4-yl)-2-oxopyrrolidin-3-yl)oxy)-3-methoxypropan-2-yl)carbamate